OC(CN(SCCCC)CC(CCCCCC\C=C/C\C=C/CCCCC)O)CCCCCC\C=C/C\C=C/CCCCC 4-(bis((9Z,12Z)-2-hydroxyoctadeca-9,12-dien-1-yl)amino)thiobutane